2-(2-(4-fluorophenethyl)-1,3-dioxolan-2-yl)-N-(prop-2-yn-1-yl)acetamide FC1=CC=C(CCC2(OCCO2)CC(=O)NCC#C)C=C1